1-(chloromethyl)-1,4-diazabicyclo[2.2.2]octane-1,4-diium dichloride [Cl-].[Cl-].ClC[N+]12CC[NH+](CC1)CC2